ClC=1C=C(C(=NC1C12CC(C1)(C2)C)C)C=2NC=1C=CN=C(C1C(C2)=O)C(=O)N 2-(5-chloro-2-methyl-6-(3-methylbicyclo[1.1.1]pentan-1-yl)pyridin-3-yl)-4-oxo-1,4-dihydro-1,6-naphthyridine-5-carboxamide